(E)-2-((5-amino-1-hexyl-1H-pyrazol-4-yl)diazenyl)-3-methyl-1-(3-(2,2,2-trifluoroacetamido)propyl)-1H-imidazol-3-ium bromide [Br-].NC1=C(C=NN1CCCCCC)/N=N/C=1N(C=C[N+]1C)CCCNC(C(F)(F)F)=O